2-(n-butylthio)ethanol CCCCSCCO